(3R,4S)-3-fluoro-4-(2-hydroxy-2-methylpropoxy)piperidine-1-carboxylic acid tert-butyl ester C(C)(C)(C)OC(=O)N1C[C@H]([C@H](CC1)OCC(C)(C)O)F